CC=1OC(=C(N1)C)CN1C(=NC2=NC=C(C=C21)C=2C=CN1N=CN=C(C12)OC)C 1-((2,4-dimethyl-1,3-oxazol-5-yl)methyl)-6-(4-methoxypyrrolo[2,1-f][1,2,4]triazin-5-yl)-2-methyl-1H-imidazo[4,5-b]pyridine